ClC1=NC=C(C(=N1)NCC1CCN(CC1)C=1N(C=C(N1)C(F)(F)F)C)C(F)(F)F 2-chloro-N-((1-(1-methyl-4-(trifluoromethyl)-1H-imidazol-2-yl)piperidin-4-yl)methyl)-5-(trifluoromethyl)pyrimidin-4-amine